6-(Cyclopropylsulfonyl)-N-(2-(4,4-difluoropiperidin-1-yl)-6-methylpyrimidin-4-yl)-4-(6-azaspiro[2.5]octan-6-yl)nicotinamid C1(CC1)S(=O)(=O)C1=NC=C(C(=O)NC2=NC(=NC(=C2)C)N2CCC(CC2)(F)F)C(=C1)N1CCC2(CC2)CC1